cetylpentyldimethyl-ammonium bromide [Br-].C(CCCCCCCCCCCCCCC)CCCCC[NH+](C)C